C1(CC1)CNC1=NN2C(C=N1)=C(C=C2)C=2C=CC=1N(C2)C=CN1 N-(Cyclopropylmethyl)-5-(imidazo[1,2-a]pyridin-6-yl)pyrrolo[2,1-f][1,2,4]triazin-2-amine